N=C1OC=CN1 2-iminooxazol